N[C@H]1[C@@H]2N(C[C@H]1CC2)C(=O)C2=CC1=C(N(C(=N1)C=1N(C=3C4=C(C=CC3C1)C(C(N4)=O)(C)C)CC4CC4)C)C(=C2)F 7-[5-[(1r,4r,7r)-7-amino-2-azabicyclo[2.2.1]heptane-2-carbonyl]-7-fluoro-1-methyl-benzoimidazol-2-yl]-8-(cyclopropylmethyl)-3,3-dimethyl-1H-pyrrolo[3,2-g]indol-2-one